BrC1=C(C=C2C(=NC(N3C2=C1SC[C@@H]3CC3CCN(CC3)C(=O)OCC3=CC=CC=C3)=O)O)Cl (S)-benzyl 4-((10-bromo-9-chloro-7-hydroxy-5-oxo-3,5-dihydro-2H-[1,4]thiazino[2,3,4-ij]quinazolin-3-yl)methyl)piperidine-1-carboxylate